FC1=CC(=C(OC=2C(=NC=NC2)N2CC3(CCN(C3)C(=O)OC(C)(C)C)CC2)C=C1)C1C(C1)C(=O)OC tert-butyl 7-(5-(4-fluoro-2-(2-(methoxycarbonyl)cyclopropyl)phenoxy)pyrimidin-4-yl)-2,7-diazaspiro[4.4]nonane-2-carboxylate